N-(4-chlorophenyl)-4-hydroxy-N-methyl-3-(4-(4-(trifluoro-methoxy)phenyl)piperazin-1-yl)butanamide ClC1=CC=C(C=C1)N(C(CC(CO)N1CCN(CC1)C1=CC=C(C=C1)OC(F)(F)F)=O)C